4-phenyl-6-ferrocenyl-3,4-dihydropyrimidin-2(1H)-one C1(=CC=CC=C1)C1NC(NC(=C1)[C-]1C=CC=C1)=O.[CH-]1C=CC=C1.[Fe+2]